C12CNCC2N(C1)C=1C(NC(=CN1)SC1=C(C(=CC=C1)Cl)Cl)=O 3-(3,6-diazabicyclo[3.2.0]heptan-6-yl)-6-((2,3-dichlorophenyl)thio)pyrazin-2(1H)-one